N-[(2-aminoquinolin-7-yl)methyl]-4,4,4-trifluoro-N-(2-methanesulfonylpyridin-3-yl)butanamide NC1=NC2=CC(=CC=C2C=C1)CN(C(CCC(F)(F)F)=O)C=1C(=NC=CC1)S(=O)(=O)C